CC1C(CCCC1)(C(=O)ONC(=O)C=1C=[N+](C=CC1)C)C [(1-methylpyridine-1-ium-3-carbonyl)amino] methyl-1-methylcyclohexanecarboxylate